2-(4-(2-(4-acetyl-5-methyl-3-phenyl-1H-pyrrol-2-yl)-1H-benzo[d]imidazol-6-yl)piperazin-1-yl)-N-(4-(2-(2,6-dioxopiperidin-3-yl)-1,3-dioxoisoindolin-4-yl)butyl)acetamide C(C)(=O)C=1C(=C(NC1C)C1=NC2=C(N1)C=C(C=C2)N2CCN(CC2)CC(=O)NCCCCC2=C1C(N(C(C1=CC=C2)=O)C2C(NC(CC2)=O)=O)=O)C2=CC=CC=C2